5-chloro-3-isopropyl-6-(trifluoromethyl)-1H-indole ClC=1C=C2C(=CNC2=CC1C(F)(F)F)C(C)C